methyl (R)-3-((tert-butoxycarbonyl)amino)-3-(3-(2-carbamoyl-6-(trifluoromethoxy)-1H-indol-1-yl)phenyl)propanoate C(C)(C)(C)OC(=O)N[C@H](CC(=O)OC)C1=CC(=CC=C1)N1C(=CC2=CC=C(C=C12)OC(F)(F)F)C(N)=O